isopropyl (R)-2-(((benzyloxy)carbonyl)amino)-4,4-dimethyl-2-(quinolin-6-yl)pentanoate C(C1=CC=CC=C1)OC(=O)N[C@](C(=O)OC(C)C)(CC(C)(C)C)C=1C=C2C=CC=NC2=CC1